tert-Butyl (1R,4R)-5-(6-bromo-5-chloro-7,9-dihydrofuro[3,4-f]quinazolin-1-yl)-2,5-diazabicyclo[2.2.1]heptane-2-carboxylate BrC=1C2=C(C=3C(=NC=NC3C1Cl)N1[C@H]3CN([C@@H](C1)C3)C(=O)OC(C)(C)C)COC2